4-tert-Butyloxycarbonylaminopiperidine C(C)(C)(C)OC(=O)NC1CCNCC1